C1CCC12N(CCC2)CCC(=O)NC=2C=C(C(=NC2)C)NC(=O)C2=NN=C1N2C=CC(=C1)C=1C=NN(C1)C N-(5-(3-(5-azaspiro[3.4]octan-5-yl)propanamido)-2-methylpyridin-3-yl)-7-(1-methyl-1H-pyrazol-4-yl)-[1,2,4]triazolo[4,3-a]pyridine-3-carboxamide